CO[C@H]1CN(CC1)C(=O)OC1=CC=C(C=C1)[N+](=O)[O-] (R)-4-nitrophenyl 3-methoxypyrrolidine-1-Carboxylate